1-((2-(((2-oxabicyclo[2.2.2]octan-4-yl)methyl)amino)pyridin-4-yl)methyl)-5,5-dimethyl-3-(1'-(methylsulfonyl)spiro[cyclobutane-1,3'-indolin]-6'-yl)imidazolidine-2,4-dione C12OCC(CC1)(CC2)CNC2=NC=CC(=C2)CN2C(N(C(C2(C)C)=O)C2=CC=C1C3(CN(C1=C2)S(=O)(=O)C)CCC3)=O